C1(CC1)C([C@@H](C(=O)N1[C@@H]([C@H]2[C@H]3C=C[C@@H]([C@H]2C1)C3)C(=O)O)NC(C(F)(F)F)=O)(C)C (1R,2S,3S,6R,7S)-4-[(2S)-3-cyclopropyl-3-methyl-2-(2,2,2-trifluoroacetamido)butanoyl]-4-azatricyclo[5.2.1.0^{2,6}]dec-8-ene-3-carboxylic acid